C1(CCCCC1)OC(=O)COC(=O)C1C2C=CC(C1)C2=O 5-cyclohexyloxy-carbonylmethyloxycarbonyl-7-oxo-bicyclo[2.2.1]Hept-2-ene